N[C@H](CC1=C(C2=NC(=CC(=C2S1)NCC=1OC=CC1)Cl)Cl)CF 2-[(2R)-2-amino-3-fluoropropyl]-3,5-dichloro-N-[(furan-2-yl)methyl]thieno[3,2-b]pyridin-7-amine